FC1=C(N(C=C1)C1=CC=CC=C1)C1=CC(=CC=C1)OC 3-fluoro-2-(3-methoxyphenyl)-1-phenyl-1H-pyrrole